COC1=CC=C(OCC(=O)C)C=C1 1-(4-methoxyphenoxy)acetone